2-(4-(2-(2-oxoimidazolidin-1-yl)ethyl)piperazin-1-yl)acetonitrile O=C1N(CCN1)CCN1CCN(CC1)CC#N